ClC=1C(=C(C(=O)O)C=CC1)NC(C)C=1C=C(C=C2C(C=C(OC12)N1CCC(CC1)(C)C)=O)C 3-chloro-2-((1-(2-(4,4-dimethylpiperidin-1-yl)-6-methyl-4-oxo-4H-chromen-8-yl)ethyl)amino)benzoic acid